S1SC(CC1)CCCCC(=O)OCCOCCOC(CCCC1=CC=CC=C1)=O 2-(2-((4-phenylbutanoyl)oxy)ethoxy)ethyl 5-(1,2-dithiolan-3-yl)pentanoate